lithium 4,4,5,5-tetrafluoro-1,3,2-dithiazolidine FC1(SNSC1(F)F)F.[Li]